Benzyl (2R,3S,5R)-2-((((CIS)-4-(3-fluorophenyl)cyclohexyl)oxy)methyl)-5-methyl-3-(methylsulfonamido)pyrrolidine-1-carboxylate FC=1C=C(C=CC1)[C@H]1CC[C@H](CC1)OC[C@@H]1N([C@@H](C[C@@H]1NS(=O)(=O)C)C)C(=O)OCC1=CC=CC=C1